OC1=CC=C(C=C1)C[C@@H](C(=O)OC(C)(C)C)NC(CC1N(C(CC1)=O)CC1=CC=C(C=C1)C)=O tert-butyl (2S)-3-(4-hydroxyphenyl)-2-[[2-[1-[(4-methylphenyl)methyl]-5-oxopyrrolidin-2-yl]acetyl]amino]propionat